2-[[5-[[(3R,4R)-4-[4-Chloro-2-(5-fluoro-2-pyridyl)-1H-imidazol-5-yl]-3-methyl-1-piperidyl]sulfonyl]pyrimidin-2-yl]amino]acetic acid ClC=1N=C(NC1[C@H]1[C@H](CN(CC1)S(=O)(=O)C=1C=NC(=NC1)NCC(=O)O)C)C1=NC=C(C=C1)F